[Ag]I Silver(I) iodid